C(C)OC1=C(CNCC2CCN(CC2)C(=O)OC(C)(C)C)C=C(C=C1)OC tert-butyl 4-(((2-ethoxy-5-methoxybenzyl)amino)methyl)piperidine-1-carboxylate